C(C1=CC=CC=C1)OCC1(CCN(CC1)C(=O)OC(C)(C)C)C1=NOC[C@H](O1)CN1CCCCC1 |r| rac-tert-Butyl 4-(benzyloxymethyl)-4-[5-(1-piperidylmethyl)-5,6-dihydro-1,4,2-dioxazin-3-yl]piperidine-1-carboxylate